4-(8-hydroxyoctyl)-N,N-dipropylbenzenesulfonamide OCCCCCCCCC1=CC=C(C=C1)S(=O)(=O)N(CCC)CCC